ClC=1C=C(C=CC1F)[C@@H](NC(=O)N1[C@@H](C(NCC1)=O)C)[C@@H]1C[C@H](C1)C(F)(F)F (2R)-N-((S)-(3-chloro-4-fluorophenyl)(trans-3-(trifluoromethyl)cyclobutyl)-methyl)-2-methyl-3-oxopiperazine-1-carboxamide